CN([C@@H]([C@@H](C)NC1=NN(C(C2=C1N=CC=C2)=O)C)C2=CC=C(C=C2)S(=O)(=O)C2=CC=CC=C2)C 8-(((1R,2R)-1-(dimethylamino)-1-(4-(phenylsulfonyl)phenyl)propan-2-yl)amino)-6-methylpyrido[2,3-d]pyridazin-5(6H)-one